COC(=O)C=1C(N(N=C(C1)C(C)C)C1=CC=C(C=C1)Cl)=O 2-(4-chlorophenyl)-6-isopropyl-3-oxo-2,3-dihydropyridazine-4-carboxylic acid methyl ester